Methyl 5-hydroxy-1-(naphthalen-1-ylmethyl)-2-oxo-2,3-dihydro-1H-benzo[b]azepine-4-carboxylate OC=1C2=C(N(C(CC1C(=O)OC)=O)CC1=CC=CC3=CC=CC=C13)C=CC=C2